ClC=1C(=C(C=CC1F)[C@@H](NC(=O)[C@H]1NC(NC1)=O)C=1C=NC(=CC1)OCC(F)(F)F)F (S)-N-((S)-(3-chloro-2,4-difluorophenyl)(6-(2,2,2-trifluoroethoxy)pyridin-3-yl)methyl)-2-oxoimidazolidine-4-carboxamide